O1C[C@@H](CC1)N1N=CC(=C1)N (R)-1-(tetrahydrofuran-3-yl)-1H-pyrazol-4-amine